C(C)(=O)O.NCl Chloramine acetate